N-(2-ethylhexyl)-2-phenyl-3,5,7-tribenzyloxyquinolin-4-one C(C)C(CN1C(=C(C(C2=C(C=C(C=C12)OCC1=CC=CC=C1)OCC1=CC=CC=C1)=O)OCC1=CC=CC=C1)C1=CC=CC=C1)CCCC